2-(4-(aminomethyl)-3-cyclopropylphenyl)-N-(3-(piperidin-1-yl)propyl)benzo[d]imidazo[2,1-b]thiazole-7-carboxamide NCC1=C(C=C(C=C1)C=1N=C2SC3=C(N2C1)C=CC(=C3)C(=O)NCCCN3CCCCC3)C3CC3